N-[2-(3-aminopropanoylamino)ethyl]-2-chloro-4-[[3-[3-(trifluoromethyl)-1H-pyrazol-4-yl]imidazo[1,2-a]pyrazin-8-yl]amino]benzamide NCCC(=O)NCCNC(C1=C(C=C(C=C1)NC=1C=2N(C=CN1)C(=CN2)C=2C(=NNC2)C(F)(F)F)Cl)=O